C12(CC3CC(CC(C1)C3)C2)CN2C[C@@H]3[C@H](C2)CC(C3)CCNC=3N=NC(=CC3)C=3N(N=CC3C)C N-[2-[(3aR,6aS)-2-(1-adamantylmethyl)-3,3a,4,5,6,6a-hexahydro-1H-cyclopenta[c]pyrrol-5-yl]ethyl]-6-(2,4-dimethylpyrazol-3-yl)pyridazin-3-amine